C1(=CC=CC=C1)C1=CN=CS1 5-phenylthiazol